7-[4-(dimethylamino)piperidin-1-yl]-2-(8-fluoro-2-methylimidazo[1,2-a]pyridin-6-yl)-4H-pyrido[1,2-a]pyrimidin-4-one CN(C1CCN(CC1)C=1C=CC=2N(C(C=C(N2)C=2C=C(C=3N(C2)C=C(N3)C)F)=O)C1)C